(2S,11aR)-8-methyl-2-((2-oxo-1,2,3,4-tetrahydroquinolin-7-yl)oxy)-6-((1,1,1-trifluoropropan-2-yl)oxy)-2,3,11,11a-tetrahydro-1H,5H-benzo[f]pyrrolo[2,1-c][1,4]oxazepin-5-one CC1=CC2=C(C(N3[C@@H](CO2)C[C@@H](C3)OC3=CC=C2CCC(NC2=C3)=O)=O)C(=C1)OC(C(F)(F)F)C